4-benzyloxy-3-bromo-5-methoxy-benzaldehyde C(C1=CC=CC=C1)OC1=C(C=C(C=O)C=C1OC)Br